ClC1=C(C(=NN1C1CCCC1)C1=CC=C(C=C1)CNC(C1=C(C=CC=C1)OC)=O)C(=O)N 5-Chloro-1-cyclopentyl-3-[4-[[(2-methoxybenzoyl)amino]methyl]phenyl]pyrazole-4-carboxamide